ClC=1C=C2CC(COC2=CC1)C(=O)O 6-chlorochromane-3-carboxylic acid